4-{[(3-chloro-4-methoxyphenyl)methyl]amino}-2-(methylsulfanyl)-N-[(pyrimidin-2-yl)methyl]pyrimidine-5-carboxamide ClC=1C=C(C=CC1OC)CNC1=NC(=NC=C1C(=O)NCC1=NC=CC=N1)SC